7-[5-Bromo-4-methoxy-2-(5-methyloxazol-2-yl)phenyl]-N-[(2,4-dimethoxyphenyl)methyl]cinnolin-4-amine BrC=1C(=CC(=C(C1)C1=CC=C2C(=CN=NC2=C1)NCC1=C(C=C(C=C1)OC)OC)C=1OC(=CN1)C)OC